C(C)(C)(C)C=1C=C(C=C(C1O)C(C)(C)C)C(C(=O)O)C alpha-(3,5-di-tert-butyl-4-hydroxyphenyl)propionic acid